ClCC=1N=C(OC1)C=1NC2=CC(=CC(=C2C1)F)F 4-(chloromethyl)-2-(4,6-difluoro-1H-indol-2-yl)oxazole